FC=1C=C(C=CC1)C(N1C[C@@H](N(C[C@H]1C)C1=CC(N(C=2C=CC(=NC12)C#N)C)=O)C)C1=CC=CC=C1 8-[(2S,5R)-4-[(3-fluorophenyl)(phenyl)methyl]-2,5-dimethylpiperazin-1-yl]-5-methyl-6-oxo-5,6-dihydro-1,5-naphthyridine-2-carbonitrile